ClC1=NC=CC2=C1CO[C@@]21CN(CCC1)CC1=C(N=C(S1)NC(C)=O)F (R)-N-(5-((4-chloro-3H-spiro[furo[3,4-c]pyridin-1,3'-piperidin]-1'-yl)methyl)-4-fluorothiazol-2-yl)acetamide